methyl-tetrahydrophthalic anhydride CC12C(=O)OC(C1CCC=C2)=O